COC=1C(=CC2=C(N=C(S2)NC(C(NC2=CC=C(C=C2)OC)C2=CC=C(C=C2)S(=O)(=O)CC)=O)C1)OC N-(5,6-Dimethoxy-benzothiazol-2-yl)-2-(4-ethanesulfonyl-phenyl)-2-(4-methoxy-phenylamino)-acetamide